FC(C=1C=C(N=NC1C1=C(C=C(C=C1)C(F)(F)F)O)N1[C@H]2[C@@H](OCC1)CCN(C2)C(=O)OC(C)(C)C)F tert-butyl (4aR,8aS)-4-[5-(difluoromethyl)-6-[2-hydroxy-4-(trifluoromethyl)phenyl]pyridazin-3-yl]-3,4a,5,7,8,8a-hexahydro-2H-pyrido[4,3-b][1,4]oxazine-6-carboxylate